[(3,5-difluorophenyl)methyl]({2-[(9R)-9-[4-(trifluoromethyl)phenyl]-6-oxaspiro[4.5]decan-9-yl]ethyl})amine FC=1C=C(C=C(C1)F)CNCC[C@]1(CCOC2(CCCC2)C1)C1=CC=C(C=C1)C(F)(F)F